(R)-2,7-dimethyl-3-(2'-methyl-[2,5'-bipyrimidin]-5-yl)-5-(1-((2-(methylsulfonyl)phenyl)amino)ethyl)isoquinolin-1(2H)-one CN1C(C2=CC(=CC(=C2C=C1C=1C=NC(=NC1)C=1C=NC(=NC1)C)[C@@H](C)NC1=C(C=CC=C1)S(=O)(=O)C)C)=O